FC(C1(OCC(O1)CO)C(F)(F)F)(F)F 2,2-bis(trifluoromethyl)-4-hydroxymethyl-1,3-dioxolane